N1(CCCCC1)CCCOC1=CC=C(C=C1)C=1N(C2=CC=CC=C2C(C1)=O)C 2-(4-(3-(piperidin-1-yl)propoxy)phenyl)-1-methylquinolin-4(1H)-one